COC=1C=C(C(=O)NC)C=CC1NCC#CC=1N=C2N(C=CC=C2NC2CCNCC2)C1SC(F)(F)F 3-methoxy-N-methyl-4-((3-(8-(piperidin-4-ylamino)-3-((trifluoromethyl)thio)imidazo[1,2-a]pyridin-2-yl)prop-2-yn-1-yl)amino)benzamide